FC(C1=C(C=C(C=N1)C(O)C1=C(C(=CC=C1)F)[N+](=O)[O-])C)F 1-[6-(difluoromethyl)-5-methyl-3-pyridinyl]-(3-fluoro-2-nitro-phenyl)methanol